2-(2-(difluoromethoxy)-7-methylquinoxalin-5-yl)-5-(pyridin-3-yl)thiazole 2-chloro-4-methoxy-3,5,6-trifluorobenzyl-(1R)-trans-3-(2-methyl-1-propenyl)-2,2-dimethylcyclopropanecarboxylate ClC1=C(COC(=O)[C@H]2C([C@@H]2C=C(C)C)(C)C)C(=C(C(=C1F)OC)F)F.FC(OC1=NC2=CC(=CC(=C2N=C1)C=1SC(=CN1)C=1C=NC=CC1)C)F